N1C(=NC2=C1C=CC=C2)C2=CC(=NN2CC2=CC=C(C=C2)OC)C2=NC(=CC=C2C(=O)N)N2CCC1(CCCO1)CC2 [5-(1H-benzimidazol-2-yl)-1-[(4-methoxyphenyl)methyl]pyrazol-3-yl]-6-(1-oxa-8-azaspiro[4.5]decan-8-yl)pyridine-3-carboxamide